N-(5-(2-(trans-2,6-dimethylmorpholino)acetamido)-2-methylpyridin-3-yl)-2-(2-oxo-1,2-dihydropyridin-3-yl)pyrazolo[5,1-b]thiazole-7-carboxamide C[C@@H]1O[C@H](CN(C1)CC(=O)NC=1C=C(C(=NC1)C)NC(=O)C=1C=NN2C1SC(=C2)C=2C(NC=CC2)=O)C